ClC1=C2C=C(N(C2=CC=C1OC)C)C(=O)N[C@@]1(COCC1)C1=C(C=C(C=C1)C(C(=O)O)(C)C)F |r| (±)-2-{4-[3-(4-chloro-5-methoxy-1-methyl-1H-indole-2-amido)oxolan-3-yl]-3-fluorophenyl}-2-methylpropanoic acid